5-((1-(tert-butoxycarbonyl)azetidin-3-yl)oxy)picolinic acid C(C)(C)(C)OC(=O)N1CC(C1)OC=1C=CC(=NC1)C(=O)O